5-(3-(1-aminoethyl)phenyl)thiophene-2-carbaldehyde NC(C)C=1C=C(C=CC1)C1=CC=C(S1)C=O